C(C)OC=1C(=CC2=CN(N=C2C1)C)C(=O)NC1=CC=C(N=N1)C=1CCN(C(C1)C)C(=O)OC(C)(C)C tert-butyl 4-(6-(6-ethoxy-2-methyl-2H-indazole-5-carboxamido)pyridazin-3-yl)-6-methyl-3,6-dihydropyridine-1(2H)-carboxylate